C(CCCCC)C1C=CC(O1)=O 5-hexyl-2(5H)-furanone